C1(CCC1)COCCOC1=CC=C(OCC(CNC(C)C)O)C=C1 (4-(2-(cyclobutylmethoxy)ethoxy)phenoxy)-3-(isopropyl-amino)propan-2-ol